[2-[(E)-2-(1,3-benzothiazol-5-yl)ethenyl]-3-chloro-6-fluoro-phenyl]-5-hydroxy-2,6-dimethyl-pyridazin-3-one S1C=NC2=C1C=CC(=C2)/C=C/C2=C(C(=CC=C2Cl)F)C=2C(N(N=C(C2O)C)C)=O